(1R,2S,5S)-3-(N-((benzyloxy)carbonyl)-O-tert-butyl-L-threonyl)-6,6-dimethyl-3-azabicyclo[3.1.0]hexane-2-carboxylic acid methyl ester COC(=O)[C@@H]1[C@H]2C([C@H]2CN1C([C@@H](NC(=O)OCC1=CC=CC=C1)[C@H](OC(C)(C)C)C)=O)(C)C